O=C(C(=O)O)NCC1=C(C=CC=C1)C(F)(F)F 2-oxo-2-((2-(trifluoromethyl)benzyl)amino)acetic acid